FC1=C2CC(CC2=CC(=C1)OCC(C)NC(=O)OC(C)(C)C)C(=O)OCC Ethyl 4-fluoro-6-[2-[(2-methylpropan-2-yl)oxycarbonylamino]propoxy]-2,3-dihydro-1H-indene-2-carboxylate